C1(CCC1)C=1C(=NN2C1C=C(C=C2)C(F)(F)F)NC(CC(C(F)(F)F)C(F)(F)F)=O N-(3-cyclobutyl-5-(trifluoromethyl)pyrazolo[1,5-a]pyridin-2-yl)-4,4,4-trifluoro-3-(trifluoromethyl)butanamide